1-(6-chloro-1-benzofuran-2-yl)ethan-1-one ClC1=CC2=C(C=C(O2)C(C)=O)C=C1